CN1C(=NN=C1)CC1(COC1)C=1C=C(C=CC1)N1C(C2=CC(=CC(=C2C1)C(F)(F)F)CN1C[C@@H](OCC1)C)=O (S)-2-(3-(3-((4-methyl-4H-1,2,4-triazol-3-yl)methyl)oxetan-3-yl)phenyl)-6-((2-methylmorpholino)methyl)-4-(trifluoromethyl)isoindolin-1-one